N-(4-(4-fluorophenyl)-5-(2-((4-(4-methylpiperazin-1-yl)phenyl)amino)pyrimidin-4-yl)thiazol-2-yl)ethanesulfonamide FC1=CC=C(C=C1)C=1N=C(SC1C1=NC(=NC=C1)NC1=CC=C(C=C1)N1CCN(CC1)C)NS(=O)(=O)CC